1,4,8-triazaspiro[4.5]decan-1,3-diene-8-carboxylate N1=CC=NC12CCN(CC2)C(=O)[O-]